6-bromo-1-(2,6-dibenzyloxy-3-pyridyl)benzo[cd]indol-2-one BrC=1C=2C3=C(C(N(C3=CC1)C=1C(=NC(=CC1)OCC1=CC=CC=C1)OCC1=CC=CC=C1)=O)C=CC2